BrC1=C(C(=O)OC)C=CC=C1NC(C)C=1C=C(C=C2C(C(=C(OC12)N1CCC(CC1)(C)C)C)=O)C methyl 2-bromo-3-[1-[2-(4,4-dimethyl-1-piperidyl)-3,6-dimethyl-4-oxo-chromen-8-yl]ethylamino]benzoate